3-[2-carboxy-4-(1,2-dihydroxyethyl)benzamido]-3',4'-difluoro-[1,1'-biphenyl]-4-carboxylic acid C(=O)(O)C1=C(C(=O)NC=2C=C(C=CC2C(=O)O)C2=CC(=C(C=C2)F)F)C=CC(=C1)C(CO)O